FC=1C=CC(=C(C1)C1=C(C(=O)OC)C=CN=C1)OC methyl 3-(5-fluoro-2-methoxyphenyl)isonicotinate